3-Isopropyl-7-methoxyquinoxalin C(C)(C)C=1C=NC2=CC(=CC=C2N1)OC